C(C)(C)(C)C1=CC=C(C=C1OC)CC 6-tert-butyl-3-ethyl-anisole